octahydro-2,5-methanopyrido[1',2':4,5]pyrazino[2,1-b][1,3]oxazepine-10-carboxamide O1C=2N(C3CCC1C3)CC3N(C2)C=C(CC3)C(=O)N